(R)-N-(4-(trifluoromethyl)benzyl)pyrrolidine FC(C1=CC=C(CN2CCCC2)C=C1)(F)F